(1S,2S,3S,6R)-4-((difluoromethoxy)methyl)-6-((4-(trifluoromethoxy)phenethyl)amino)cyclohex-4-ene-1,2,3-triol 2,2,2-trifluoroacetate FC(C(=O)O)(F)F.FC(OCC=1[C@@H]([C@@H]([C@H]([C@@H](C1)NCCC1=CC=C(C=C1)OC(F)(F)F)O)O)O)F